C(C1=CC=CC=C1)N1[C@H]2[C@H](N(C[C@@H]1CC2)C(C)(C)C)CO (1R,2S,5S)-8-benzyl-3-tert-butyl-2-(hydroxymethyl)-3,8-diazabicyclo[3.2.1]octane